1-(2-((4-(trifluoromethyl)phenyl)amino)phenyl)piperidine-4-carboxylic acid FC(C1=CC=C(C=C1)NC1=C(C=CC=C1)N1CCC(CC1)C(=O)O)(F)F